Glycidoxypropyltrimethoxysilan C(C1CO1)OCCC[Si](OC)(OC)OC